FC(C\N=C\C=1C=CC(=NC1)NC(C)=O)(F)F (E)-N-(5-(((2,2,2-trifluoroethyl)imino)methyl)pyridin-2-yl)acetamide